COC=1C=C(C(=O)N2CCOC3=C2C=CC=C3C#CC3=C2CN(C(C2=CC=C3)=O)C3C(NC(CC3)=O)=O)C=CC1[N+](=O)[O-] 3-(4-{2-[4-(3-methoxy-4-nitrobenzoyl)-2,3-dihydro-1,4-benzoxazin-8-yl]ethynyl}-1-oxo-3H-isoindol-2-yl)piperidine-2,6-dione